N1(CCC1)[C@@H]1CN(CCC1)C1=C2C(=NC=C1)N(C=C2C=2C=NC=NC2)COCC[Si](C)(C)C 2-[[4-[(3S)-3-(azetidin-1-yl)-1-piperidyl]-3-pyrimidin-5-yl-pyrrolo[2,3-b]pyridin-1-yl]methoxy]ethyl-trimethyl-silane